ClC=1C=C2C(=CNC2=CC1)CC(=O)NC=1SC2=C(N1)C=CC(=C2)N2CCN(CC2)C 2-(5-chloro-1H-indol-3-yl)-N-(6-(4-methylpiperazin-1-yl)benzo[d]thiazol-2-yl)acetamide